BrC=1C=C(C=CC1)C1=NC2=CC(=CC=C2C(N1)C(=O)N)C(F)(F)F 2-(3-bromophenyl)-7-(trifluoromethyl)-3,4-dihydroquinazoline-4-carboxamide